(2S,3S)-3-(4-fluoro-3-(5-Methylthiazol-2-yl)-5-(((R)-1-(2-(trifluoromethyl)pyrimidin-5-yl)ethyl)carbamoyl)phenoxy)butan FC1=C(C=C(O[C@H](CC)C)C=C1C(N[C@H](C)C=1C=NC(=NC1)C(F)(F)F)=O)C=1SC(=CN1)C